2-acetamido-1,3,4-thiadiazole-5-sulfonamide C(C)(=O)NC=1SC(=NN1)S(=O)(=O)N